C(#N)CN(C(=O)C=1N=C(C=2N(C1)C=CN2)C)C2=CC(=C(C=C2)F)OC N-(cyanomethyl)-N-(4-fluoro-3-methoxy-phenyl)-8-methyl-imidazo[1,2-a]pyrazine-6-carboxamide